9-(Trimethylsilyl)fluorene tert-butyl-(5S)-5-((benzoyloxy)methyl)-3-methyl-2-oxopyrrolidine-1-carboxylate C(C)(C)(C)OC(=O)N1C(C(C[C@H]1COC(C1=CC=CC=C1)=O)C)=O.C[Si](C1C2=CC=CC=C2C=2C=CC=CC12)(C)C